CC=1C(=C(C(=C(C1O)C=1C(=CC=CC1)O)C)C)C tetramethyl-biphenol